NC1=CC=C(C=N1)C(=O)NC[C@H]1NC([C@H](SCC1)C1=CC(=CC=C1)C1=CC=C(C=C1)Cl)=O 6-amino-N-[[(2R,5S)-2-[3-(4-chlorophenyl)phenyl]-3-oxo-1,4-thiazepan-5-yl]methyl]pyridine-3-carboxamide